C(C)S(=O)(=O)C1=C(N=C2N1C=CC(=C2)I)C2=NC=1C(=NC=C(C1)C(F)(F)F)N2C 2-(3-ethylsulfonyl-7-iodo-imidazo[1,2-a]pyridin-2-yl)-3-methyl-6-(trifluoromethyl)imidazo-[4,5-b]pyridine